2,4-divinyl-hexamethyl-cyclotetrasiloxane C(=C)[Si]1(O[Si](O[Si](O[Si](O1)(C=C)C)(C)C)(C)C)C